C(C)OCCOCCOC1=CC=C(C=C1)/C=C/C[C@@H]1C(OC(O1)(C)C)=O (5R)-5-[(2E)-3-{4-[2-(2-ethoxyethoxy)ethoxy]phenyl}prop-2-en-1-yl]-2,2-dimethyl-1,3-dioxolan-4-one